10-(3-t-butoxycarbonylphenoxy)decanoic acid C(C)(C)(C)OC(=O)C=1C=C(OCCCCCCCCCC(=O)O)C=CC1